C(C)(=O)O[C@@H]1[C@@](O[C@H](C1)N1C2=NC(=NC(=C2N=C1)N)F)(C#C)CO[P@](=O)(OC1=CC=CC=C1)N[C@@H](CC1=CC=CC=C1)C(=O)OC(CCCCCCCCCCC)CCCCCCCCCCC tricosan-12-yl ((S)-(((2R,3S,5R)-3-acetoxy-5-(6-amino-2-fluoro-9H-purin-9-yl)-2-ethynyltetrahydrofuran-2-yl)methoxy)(phenoxy)phosphoryl)-L-phenylalaninate